indolizinetriol C=1(C(=C(N2C=CC=CC12)O)O)O